CC1(CCN(CC1)C=1OC2=C(C=C(C=C2C(C1)=O)C)C(CC)NC1=C(C(=O)OC)C=CC=C1)C methyl 2-[1-[2-(4,4-dimethyl-1-piperidyl)-6-methyl-4-oxo-chromen-8-yl]propylamino]benzoate